1-[2-[3-(difluoromethyl)-5-methyl-1,2,4-triazol-1-yl]-6-[5-[(6-methylpyridazin-3-yl)amino]benzimidazol-1-yl]-3-pyridyl]ethanol FC(C1=NN(C(=N1)C)C1=NC(=CC=C1C(C)O)N1C=NC2=C1C=CC(=C2)NC=2N=NC(=CC2)C)F